thianthrene-1-carboxylic acid C1(=CC=CC=2SC3=CC=CC=C3SC12)C(=O)O